COC(=O)C1CCN(CC1)C1=NC=NC2=CC=C(C=C12)C=1C(=NOC1C)C (6-(3,5-dimethylisoxazol-4-yl)quinazolin-4-yl)piperidine-4-carboxylic acid methyl ester